ClC1=CC(=C(C=N1)COC1=CC=CC(=N1)C1=CC(=C(CC2=NC3=C(N2C[C@H]2OCC2)C=C(C=C3)C(=O)OC)C=C1F)F)OC (S)-methyl 2-(4-(6-((6-chloro-4-methoxypyridin-3-yl) methoxy) pyridin-2-yl)-2,5-difluorobenzyl)-1-(oxetan-2-ylmethyl)-1H-benzo[d]imidazole-6-carboxylate